3-((4,4-bis(octyloxy)butanoyl)oxy)-2-((((3-(diethylamino)propoxy)carbonyl)oxy)methyl)propyl dodecanoate C(CCCCCCCCCCC)(=O)OCC(COC(CCC(OCCCCCCCC)OCCCCCCCC)=O)COC(=O)OCCCN(CC)CC